4-(4-(3-methoxy-4-((4-((2-methyl-6-(methylcarbamoyl)phenyl)amino)-5-(trifluoromethyl)pyrimidin-2-yl)amino)phenyl)piperazin-1-yl)-N,N-dimethyladamantane-1-carboxamide COC=1C=C(C=CC1NC1=NC=C(C(=N1)NC1=C(C=CC=C1C(NC)=O)C)C(F)(F)F)N1CCN(CC1)C1C2CC3(CC(CC1C3)C2)C(=O)N(C)C